N-(benzo[d][1,3]dioxol-5-yl)-N-((5-(5-(difluoromethyl)-1,3,4-oxadiazol-2-yl)pyridin-2-yl)methyl)methanesulfonamide O1COC2=C1C=CC(=C2)N(S(=O)(=O)C)CC2=NC=C(C=C2)C=2OC(=NN2)C(F)F